O=C1NC(CCC1C1=NN(C2=C(C=CC=C12)NC(C1=CC=C(C=C1)CN[C@@H]1[C@@]2(CC[C@H](C1)C2(C)C)C)=O)C)=O N-(3-(2,6-dioxopiperidin-3-yl)-1-methyl-1H-indazol-7-yl)-4-((((1R,2S,4R)-1,7,7-trimethylbicyclo[2.2.1]heptane-2-yl)amino)methyl)benzamide